diisopropylamine trifluoroacetate salt FC(C(=O)O)(F)F.C(C)(C)NC(C)C